CC(C(=O)O)CCC(C)C 2,5-dimethylhexanoic acid